C(C)O[Si](O[Si](C)(C)OCC)(C)C 1,3-diethoxy-1,1,3,3-tetramethyldisiloxane